OC(C)(C)C1=CC=C(C=C1)NC(=O)C1=CN(N=CC1=O)C1COC1 N-[4-(2-hydroxypropan-2-yl)phenyl]-2-(oxetan-3-yl)-5-oxo-2,5-dihydropyridazine-4-carboxamide